CC=1OC2=C(C1C(NC1C(NCC1)=O)=O)C=C(C=C2)OCC=2C=C(CNC(OC(C)(C)C)=O)C=CC2 tert-butyl (3-(((2-methyl-3-((2-oxopyrrolidin-3-yl)carbamoyl)benzofuran-5-yl)oxy)methyl)-benzyl)carbamate